CC12CCC(CC1C1CCC(CC1)O)C2(C)C 4-(1,7,7-trimethyl-6-bicyclo[2.2.1]heptanyl)cyclohexan-1-ol